NC1=CC=C(CC2=CC=CC=3C4=CC=CC=C4C=CC23)C=C1 para-aminobenzyl-phenanthrene